diisopropylcyanoethoxyphosphoramide C(C)(C)NP(=O)(NOCCC#N)NC(C)C